4-((3-amino-6-(2-hydroxyphenyl)pyridazin-4-yl)ethynyl)cyclohexane-1-carbaldehyde NC=1N=NC(=CC1C#CC1CCC(CC1)C=O)C1=C(C=CC=C1)O